2,6-bis[4-(R)-isopropyl-2-oxazolyl]chloropyridine C(C)(C)C=1N=C(OC1)C1=NC(=CC=C1Cl)C=1OC=C(N1)C(C)C